O1C(=CC=C1)[I+]C1=CC=CC=C1 2-Furanyl(phenyl)iodonium